tert-butyl (S)-6-allyl-6-(2-chloroallyl)-4-(4-methoxybenzoyl)-5-oxo-1,4-diazepane-1-carboxylate C(C=C)[C@]1(C(N(CCN(C1)C(=O)OC(C)(C)C)C(C1=CC=C(C=C1)OC)=O)=O)CC(=C)Cl